Aminopropyl-Pyrrolidine NCCCN1CCCC1